The molecule is an inorganic sodium salt that is the disodium salt of dithionous acid. It has a role as a reducing agent and a bleaching agent. It contains a dithionite(2-). [O-]S(=O)S(=O)[O-].[Na+].[Na+]